4-(cyclopropylamino)-6-((2-methoxy-4-(morpholinosulfonyl)phenyl)amino)-1H-pyrrolo[2,3-b]pyridine-3-carbonitrile C1(CC1)NC1=C2C(=NC(=C1)NC1=C(C=C(C=C1)S(=O)(=O)N1CCOCC1)OC)NC=C2C#N